C(C)OC(CCCCC\C=C\C1=CN=C(C=2N1C(=NC2Br)[C@H]2C[C@@H](CCC2)NC(=O)OCC2=CC=CC=C2)NCC2=C(C=C(C=C2)OC)OC)=O (E)-8-[3-[(1R,3R)-3-(benzyloxycarbonylamino)cyclohexyl]-1-bromo-8-[(2,4-dimethoxyphenyl)methylamino]imidazo[1,5-a]pyrazin-5-yl]oct-7-enoic acid ethyl ester